5-(2-fluoro-6-hydroxy-3-(1-(4-(trifluoromethyl)phenyl)-1H-imidazol-4-yl)phenyl)-1,2,5-thiadiazolidin-3-one 1,1-dioxide FC1=C(C(=CC=C1C=1N=CN(C1)C1=CC=C(C=C1)C(F)(F)F)O)N1CC(NS1(=O)=O)=O